BrC=1C=C(C2=C(C=C(C(O2)C(F)(F)F)C(=O)OCC)C1)C(C[2H])=O ethyl 6-bromo-8-(deuteroacetyl)-2-trifluoromethyl-2H-benzopyran-3-carboxylate